(R)-2-(4-(3-ethyl-4-((4-((3-(2-oxo-1,3-oxazinan-3-yl)propyl)amino)-5-(trifluoromethyl)pyrimidin-2-yl)amino)phenyl)-1-methylpiperazin-2-yl)acetonitrile C(C)C=1C=C(C=CC1NC1=NC=C(C(=N1)NCCCN1C(OCCC1)=O)C(F)(F)F)N1C[C@H](N(CC1)C)CC#N